ethyl 2-bromo-6-(difluoromethyl)-benzoate BrC1=C(C(=O)OCC)C(=CC=C1)C(F)F